(R)-1-methoxypropan-2-yl ((S)-(1-(bicyclo[1.1.1]pentan-1-yl)-1H-1,2,3-triazol-4-yl)(6-fluoro-2-methylpyridin-3-yl)methyl)(3,8-dicyano-4-(neopentylamino)quinolin-6-yl)carbamate C12(CC(C1)C2)N2N=NC(=C2)[C@H](C=2C(=NC(=CC2)F)C)N(C(O[C@@H](COC)C)=O)C=2C=C1C(=C(C=NC1=C(C2)C#N)C#N)NCC(C)(C)C